4-(2-(4-fluorophenyl)imidazo[1,2-a]pyrazin-3-yl)pyrimidin-2-amine FC1=CC=C(C=C1)C=1N=C2N(C=CN=C2)C1C1=NC(=NC=C1)N